C1(CCC1)NC1=NC(=CC(=C1)C(=O)NC[C@@H](O)[C@H]1N(CC2=CC(=CC=C2C1)O)C(=O)OC(C)(C)C)N1CCN(CC1)C(C)C tert-butyl (3S)-3-[(1R)-2-[[2-(cyclobutylamino)-6-(4-isopropylpiperazin-1-yl)pyridine-4-carbonyl]amino]-1-hydroxy-ethyl]-7-hydroxy-3,4-dihydro-1H-isoquinoline-2-carboxylate